COC1=CC=C(C=C1)C1=CC(=CC=2CNS(OC21)(=O)=O)C 8-(4-methoxyphenyl)-6-methyl-3,4-dihydrobenzo[e][1,2,3]oxathiazine 2,2-dioxide